tert-butyl 6-((5-((1R,5S)-1-(2,5-difluorophenyl)-2-azabicyclo[3.1.0]hexan-2-yl)pyrazolo[1,5-a]pyrimidin-3-yl)carbamoyl)-2,6-diazaspiro[3.3]heptane-2-carboxylate FC1=C(C=C(C=C1)F)[C@@]12N(CC[C@H]2C1)C1=NC=2N(C=C1)N=CC2NC(=O)N2CC1(CN(C1)C(=O)OC(C)(C)C)C2